tert-Butyl 6-bromo-2-(2-ethoxy-2-oxoethyl)-1H-indole-1-carboxylate BrC1=CC=C2C=C(N(C2=C1)C(=O)OC(C)(C)C)CC(=O)OCC